((3aR,5S,6aS)-2-(2-methoxypyrimidin-4-yl)octahydrocyclopenta[c]pyrrol-5-yl)((S)-5-phenyl-4,5-dihydro-1H-pyrazol-1-yl)methanone COC1=NC=CC(=N1)N1C[C@@H]2[C@H](C1)CC(C2)C(=O)N2N=CC[C@H]2C2=CC=CC=C2